Cl.N[C@@H](C)C1=NC(=NN1C=1N=CC(=NC1)C(=O)NCC#N)C 5-[5-[(1S)-1-aminoethyl]-3-methyl-1,2,4-triazol-1-yl]-N-(cyanomethyl)pyrazine-2-carboxamide hydrochloride